C(C1=CC=CC=C1)C1=C(C(=C(C=C1C)O)C=C)O 4-Benzyl-2-ethenyl-5-methylbenzene-1,3-diol